3-(allylamino)-4-(methyl(4-(5-(trifluoromethyl)-1,2,4-oxadiazol-3-yl)benzyl)amino)cyclobut-3-ene-1,2-dione C(C=C)NC=1C(C(C1N(CC1=CC=C(C=C1)C1=NOC(=N1)C(F)(F)F)C)=O)=O